5-(naphthalen-1-yl)-1,2,3,3a,4,6a-hexahydrocyclopenta[c]pyrrole dihydrochloride Cl.Cl.C1(=CC=CC2=CC=CC=C12)C=1CC2C(CNC2)C1